3-(trimethoxysilylpropyl)urea CO[Si](OC)(OC)CCCNC(N)=O